N-methyl-2-(2,2-bis((9Z,12Z)-octadeca-9,12-dienyl)-1,3-dioxolan-4-yl)ethylamine CNCCC1OC(OC1)(CCCCCCCC\C=C/C\C=C/CCCCC)CCCCCCCC\C=C/C\C=C/CCCCC